C1(CC1)S(=O)(=O)N1CCC(CC1)N 1-(cyclopropanesulfonyl)piperidin-4-amine